N[C@@H](C(C)C)C(=O)N[C@H](CC1=CC=CC=C1)C(=O)O L-valyl-D-phenylalanine